C(C)(=O)OC(C=1N=CN(C1)COCC[Si](C)(C)C)C1=CC(=NC=C1)F (2-fluoropyridin-4-yl)(1-((2-(trimethylsilyl) ethoxy)methyl)imidazol-4-yl)methyl acetate